ClC=1C=CC=C2C(C=C(OC12)C1=C(OCCN2CCCC2)C=C(C=C1)OCC(C)C)=O (3R)-1-[2-[2-(8-Chloro-4-oxochromen-2-yl)-5-isobutoxyphenoxy]ethyl]pyrrolidin